Methyl 3-acetyl-1-(2-((2-((3-chloro-2-fluorophenylmethyl) amino)-2-oxoethyl) (isopropyl) amino)-2-oxoethyl)-1H-indazole-5-carboxylate C(C)(=O)C1=NN(C2=CC=C(C=C12)C(=O)OC)CC(=O)N(C(C)C)CC(=O)NCC1=C(C(=CC=C1)Cl)F